[Si](C1=CC=CC=C1)(C1=CC=CC=C1)(C(C)(C)C)OCC[C@H]1[C@@H](CCCC1)O |o1:20,21| (1R*,2S*)-2-(2-((tert-butyldiphenylsilyl)oxy)ethyl)cyclohexan-1-ol